NCC1CCC(CC1)N1C2=NC(=NC=C2N=C1NC1=C(C=CC(=C1)C(F)(F)F)F)N(C)C 9-((1s,4s)-4-(aminomethyl)cyclohexyl)-N8-(2-fluoro-5-(trifluoromethyl)phenyl)-N2,N2-dimethyl-9H-purine-2,8-diamine